ClC1=CC=2CC3=CC(=CC=C3C2C(=C1)CO)Cl 2,7-dichlorofluorene-4-methanol